OC(CCC1C(CCC2C(CCCC12C)(C)C)(O)C)(C=C)C 1-(3-Hydroxy-3-methylpent-4-en-1-yl)-2,5,5,8a-tetramethyldecahydronaphthalin-2-ol